N-(methyl)-γ-aminopropyltrimethoxysilane CNCCC[Si](OC)(OC)OC